4-[4-[4-[[(5-tert-butyl-1,2,4-oxadiazole-3-carbonyl)amino]methyl]-3-methyl-phenyl]pyrrolo[2,1-f][1,2,4]triazin-6-yl]benzoic acid C(C)(C)(C)C1=NC(=NO1)C(=O)NCC1=C(C=C(C=C1)C1=NC=NN2C1=CC(=C2)C2=CC=C(C(=O)O)C=C2)C